3-(trifluoromethyl)aniline hydrochloride Cl.FC(C=1C=C(N)C=CC1)(F)F